tert-butyl 2-(difluoromethoxy)-4-[7-(1-hydroxy-1-methyl-ethyl)imidazo[1,2-a]pyridin-3-yl]-6-methoxy-benzoate FC(OC1=C(C(=O)OC(C)(C)C)C(=CC(=C1)C1=CN=C2N1C=CC(=C2)C(C)(C)O)OC)F